4-(Difluoromethoxy)-3-(1-methyl-4-[pyrazolo[1,5-a]pyrimidin-3-ylamino]-1H-pyrazol-3-yl)benzene ethyl-2-(2-((2-(3-cyano-2-methoxyphenyl)benzofuran-4-yl)methoxy)phenyl)acetate C(C)OC(CC1=C(C=CC=C1)OCC1=CC=CC2=C1C=C(O2)C2=C(C(=CC=C2)C#N)OC)=O.FC(OC2=C(C=CC=C2)C2=NN(C=C2NC=2C=NN1C2N=CC=C1)C)F